CC1=NN(C=2C1=NC(=CC2)C(=O)O)C2COC2 methyl-1-(oxetan-3-yl)-1H-pyrazolo[4,3-b]Pyridine-5-carboxylic acid